3-amino-6-(4-(2-(3,5-difluorophenyl)-2-hydroxyacetamido)-2-methylphenyl)-N-(2-methoxyethyl)pyrazine-2-carboxamide NC=1C(=NC(=CN1)C1=C(C=C(C=C1)NC(C(O)C1=CC(=CC(=C1)F)F)=O)C)C(=O)NCCOC